C(C=C)(=O)OCCCOC1=CC=C(C=C1)OC(C1=CC=C(C=C1)OCCCOC(C=C)=O)=O [4-(3-prop-2-enoyloxypropoxy)phenyl]4-(3-prop-2-enoyloxypropoxy)benzoate